FC1=CC=C2C(N=CNC2=C1)=O 7-fluoro-1H-quinazolin-4-one